ClC=1C(=NC(=NC1)NC1=C(C=C(C(=O)NCC2=CC=C(C=C2)C)C=C1)OC)C=1C=NN(C1)C(C)C 4-((5-chloro-4-(1-isopropyl-1H-pyrazol-4-yl)pyrimidin-2-yl)amino)-3-methoxy-N-(4-methylbenzyl)benzamide